C(C)(C)(C)OC(=O)N1C(CC(CC1C)C=1C=C2C(=C(NC2=CC1)C=1C(=C(C=2N(C1)C=NN2)C)C)C(C)C)C 4-(2-(7,8-dimethyl-[1,2,4]triazolo[4,3-a]pyridin-6-yl)-3-isopropyl-1H-indol-5-yl)-2,6-dimethylpiperidine-1-carboxylic acid tert-butyl ester